bis(3-pyridyl)-2-methyl-carbazole N1=CC(=CC=C1)C=1C(=C(C=2NC3=CC=CC=C3C2C1)C=1C=NC=CC1)C